ClC1=CC=CC2=C1N(C(=N2)NC(=O)C2=CC(=NC=C2)N2N=CC(=C2)C2=C(C(=CC=C2)O)C=O)[C@H]2CN(CCCC2)C(\C=C\CN(C)C)=O N-{7-chloro-1-[(3R)-1-[(2E)-4-(dimethylamino)but-2-enoyl]azepan-3-yl]-1,3-benzodiazol-2-yl}-2-[4-(2-formyl-3-hydroxyphenyl)pyrazol-1-yl]pyridine-4-carboxamide